N1C=NC(=C1)CNN1N=CC2=C(C=CC=C12)C1=C(C=CC=C1O)C=1CCCCC1 ((((1H-imidazol-4-yl)methyl)amino)-1H-indazol-4-yl)-2',3',4',5'-tetrahydro-[1,1'-biphenyl]-3-ol